1-(5-(2-Amino-4-fluorophenyl)-6-(6-methylpyridin-2-yl)-2,3-dihydro-1H-imidazo[1,2-a]imidazol-1-yl)ethan-1-one NC1=C(C=CC(=C1)F)C1=C(N=C2N1CCN2C(C)=O)C2=NC(=CC=C2)C